prostanone C(CCCCCC[C@H]1CCC[C@@H]1CCCCCCCC)=O